N[C@H]1CN(C[C@@H](C1)F)C(=O)C1=CC2=C(N(C(=N2)C2=CC=3C(=NC(=CC3)C3=CC=C4CNC(C4=C3)=O)N2CC2CC2)C)C(=C1)OC 6-(2-{5-[(3R,5R)-3-amino-5-fluoropiperidine-1-carbonyl]-7-methoxy-1-methyl-1H-1,3-benzodiazol-2-yl}-1-(cyclopropylmethyl)-1H-pyrrolo[2,3-b]pyridin-6-yl)-2,3-dihydro-1H-isoindol-1-one